FC(C(=O)O)(F)F.CN(C1(CCC2(CN(C(N2CC(=O)O)=O)CC2=CC=C(C=C2)OC)CC1)C1=CC=CC=C1)C CIS-2-[8-Dimethylamino-3-[(4-methoxyphenyl)-methyl]-2-oxo-8-phenyl-1,3-diazaspiro[4.5]decan-1-yl]-acetic acid 2,2,2-trifluoroacetic acid salt